3-methylphenylethyl methacrylate C(C(=C)C)(=O)OCCC1=CC(=CC=C1)C